NCCCCCOCC#CC=1C=C2CC(CC2=CC1)NC1=NC(=NC2=CC=CC=C12)C=1C=NC=CC1 N-(5-{3-[(5-aminopentyl)oxy]prop-1-yn-1-yl}-2,3-dihydro-1H-inden-2-yl)-2-(pyridin-3-yl)quinazolin-4-amine